The molecule is a lysophosphatidylethanolamine 20:3 in which the acyl group is specified as (5Z,8Z,11Z)-icosatrienoyl and is located at position 2. It has a role as a mouse metabolite. It is a lysophosphatidylethanolamine 20:3 and a 2-acyl-sn-glycero-3-phosphoethanolamine. It derives from a (5Z,8Z,11Z)-icosatrienoic acid. CCCCCCCC/C=C\\C/C=C\\C/C=C\\CCCC(=O)O[C@H](CO)COP(=O)(O)OCCN